1-(2-((2R,4aS,4bR,6aS,7S,7aS,8aS,9aS,9bR,11aR)-2-hydroxy-2,6a-dimethyloctadecahydro-1H-cyclopropa[b]chrysen-7-yl)-2-oxoethyl)-1H-pyrazole-4-carbonitrile O[C@]1(C[C@H]2CC[C@H]3[C@@H]4C[C@H]5[C@@H]([C@@H]([C@]4(CC[C@@H]3[C@H]2CC1)C)C(CN1N=CC(=C1)C#N)=O)C5)C